N-(4-(3-amino-7-bromo-6-(1,1,1-trifluoropropan-2-yl)-1H-pyrazolo[4,3-c]pyridin-4-yl)benzyl)-5-fluoro-2-methoxybenzamide NC1=NNC2=C1C(=NC(=C2Br)C(C(F)(F)F)C)C2=CC=C(CNC(C1=C(C=CC(=C1)F)OC)=O)C=C2